19-Ethyl-19-hydroxy-17-oxa-3,13-diazapentacyclo[11.8.0.02,11.04,9.015,20]henicosa-1(21),2,4,6,8,10,15(20)-heptaene-14,18-dione C(C)C1(C(OCC=2C(N3CC4=CC5=CC=CC=C5N=C4C3=CC12)=O)=O)O